tertbutyl (2S,6R)-4-((S)-11-chloro-3-(5-fluoropyridin-3-yl)-6-oxo-10-(trifluoromethyl)-3,4-dihydro-2H,6H-[1,4]thiazepino[2,3,4-ij]quinazolin-8-yl)-2,6-dimethylpiperazine-1-carboxylate ClC1=C(C=C2C(=NC(N3C2=C1SC[C@H](C3)C=3C=NC=C(C3)F)=O)N3C[C@@H](N([C@@H](C3)C)C(=O)OC(C)(C)C)C)C(F)(F)F